2-bromo-1-(2-methyl-2H-pyrazolo[3,4-b]pyridin-5-yl)ethanone BrCC(=O)C1=CC=2C(N=C1)=NN(C2)C